COC1=NC(=CC=C1NC(=O)C=1C(=NOC1C)C1=CC=CC=C1)C=1C=C2C(=NC1)C=NN2C N-(2-Methoxy-6-(1-methyl-1H-pyrazolo[4,3-b]pyridin-6-yl)pyridin-3-yl)-5-methyl-3-phenylisoxazole-4-carboxamide